C(C)N(C(C)C)C(C)C ethyl-bis(propane-2-yl)amine